4-[5-(1-aminocyclopropyl)pyrimidin-2-yl]-3-(2-methyl-6-morpholin-4-ylpyridin-4-yl)oxybenzonitrile NC1(CC1)C=1C=NC(=NC1)C1=C(C=C(C#N)C=C1)OC1=CC(=NC(=C1)N1CCOCC1)C